[Cr].[Co].[Ni].C(=C)C(O[Si](OC)(OC)CCC(N)(N)N)C=C divinyl-triaminopropyl-trimethoxysilane Nickel-Cobalt-Chromium